The molecule is a nitroalkane that is propane substituted at C-1 by a nitro group. It derives from a hydride of a propane. CCC[N+](=O)[O-]